C(CCCCCCC)SC=C1C(C(=CC(C1)=CSCCCCCCCC)C)O 2,4-di(n-octyl-thiomethylene)-6-methyl-phenol